COC(CCCCCCCCCC=CC(CCOCOCOCCC(C)C=CCCCCCCCCCC(OC)OC)C)OC (3Z)-12,12-dimethoxy-3-dodecenyl-butoxymethyl ether